1-((tert-butyloxycarbonyl)amino)cyclobutane-1-carboxylic acid C(C)(C)(C)OC(=O)NC1(CCC1)C(=O)O